NC1=C(C=C(N=N1)C1=C(C=CC=C1)O)OCCC1=CC=C(C=C1)CN1CC2CNCC2C1 2-(6-amino-5-(4-((hexahydropyrrolo[3,4-c]pyrrol-2(1H)-yl)methyl)phenethoxy)pyridazin-3-yl)phenol